FC[C@H]1CN(CCN1CC=1N=NC=CC1)C(=O)OC(C)(C)C tert-butyl (R)-3-(fluoromethyl)-4-(pyridazin-3-ylmethyl)piperazine-1-carboxylate